tert-butyliminotris(pyrrolidinyl)phosphorane C(C)(C)(C)N=P(N1CCCC1)(N1CCCC1)N1CCCC1